tert-butyl (2-(7-methylbenzo[b]thiophen-6-yl)ethyl)carbamate CC1=C(C=CC2=C1SC=C2)CCNC(OC(C)(C)C)=O